(R)-3-methoxy-1-(pyrazin-2-yl)-N-(6-(5-(trifluoromethyl)-6,7-dihydro-5H-pyrrolo[2,1-c][1,2,4]triazol-3-yl)pyridin-2-yl)-1H-pyrazole-4-carboxamide COC1=NN(C=C1C(=O)NC1=NC(=CC=C1)C=1N2C(=NN1)CC[C@@H]2C(F)(F)F)C2=NC=CN=C2